(S)-2-(5-(3-((2-Chloro-5-(pyridin-3-ylethynyl)pyridin-4-yl)amino)butoxy)-1,3-dimethyl-1H-pyrazol-4-yl)pyrimidin-4-amine ClC1=NC=C(C(=C1)N[C@H](CCOC1=C(C(=NN1C)C)C1=NC=CC(=N1)N)C)C#CC=1C=NC=CC1